(R)-3-(2-hydroxypyridin-3-ylamino)-4-(1-(5-methylfuran-2-yl)propylamino)cyclobut-3-ene-1,2-dione OC1=NC=CC=C1NC=1C(C(C1N[C@H](CC)C=1OC(=CC1)C)=O)=O